NCCS(=O)(=O)OC([C@@H](N)CCCCN)=O lysyl taurate